CC1=CC2=C(C=N1)CC1(C(N=C(O1)N1CCC3(CC1)OCC1=C3C=CC=C1)=O)C2 3-methyl-2'-(1'H,3H-spiro[2-benzofuran-1,4'-piperidin]-1'-yl)-5,7-dihydro-4'H-spiro[cyclopenta[c]pyridine-6,5'-[1,3]oxazol]-4'-one